1-(2-naphthyl)-2-methylallyl alcohol C1=C(C=CC2=CC=CC=C12)C(C(=C)C)O